O=C1N(CCC1)C1=NC=CC(=C1)C(CC(=O)O)N1N=CC2=CC(=CC=C12)OCCC1=NC=2NCCCC2C=C1 3-(2-(2-Oxopyrrolidin-1-yl)pyridin-4-yl)-3-(5-(2-(5,6,7,8-tetrahydro-1,8-naphthyridin-2-yl)ethoxy)-1H-indazol-1-yl)propanoic acid